2-(2-morpholinylpyrimidin-5-yl)-9-(m-tolyl)-6,7,8,9-tetrahydrobenzo[4,5]imidazo[1,2-a]pyridin-9-ol N1(CCOCC1)C1=NC=C(C=N1)C=1C=CC=2N(C1)C1=C(N2)CCCC1(O)C=1C=C(C=CC1)C